ethyl 6-[(3-methoxyphenyl) thio]-3-methyl-1,2,4-triazine-5-carboxylate COC=1C=C(C=CC1)SC1=C(N=C(N=N1)C)C(=O)OCC